OC1(CCC1)C1=CC=CC(=N1)B(O)O (6-(1-hydroxycyclobutyl)pyridin-2-yl)boronic acid